Cl.ClC1=C(C=CC=C1)C1=NOC(=C1)C1CC1 3-(2-chlorophenyl)-5-cyclopropylisoxazole hydrochloride